COC1=C2C=C(NC2=CC=C1)C(=O)N1CC2(CC1C(=O)N)CCCCC2 2-(4-methoxy-1H-indole-2-carbonyl)-2-azaspiro[4.5]decane-3-carboxamide